2-(5-methoxy-2-methylphenyl)-1-[(3S)-3-{[6-methyl-5-(1-methyl-1H-imidazol-4-yl)pyridin-2-yl]amino}pyrrolidin-1-yl]propan-1-one COC=1C=CC(=C(C1)C(C(=O)N1C[C@H](CC1)NC1=NC(=C(C=C1)C=1N=CN(C1)C)C)C)C